[N+](=O)([O-])C1=CC=2C(C3=CC(=CC=C3C2C(=C1)[N+](=O)[O-])[N+](=O)[O-])=O 2,4,7-trinitro-9-fluorenone